OC(CNC(OC(C)(C)C)=O)CC1CN(C(O1)=O)C1=NC2=C(OCC(N2)=O)N=C1 tert-butyl N-[2-hydroxy-3-[2-oxo-3-(3-oxo-4H-pyrazino[2,3-b][1,4]oxazin-6-yl)-1,3-oxazolidin-5-yl]propyl]carbamate